4-(6-chloro-2,3,4,9-tetrahydro-1H-pyrido[3,4-b]indol-1-yl)-3-oxo-butanoic acid ClC=1C=C2C3=C(NC2=CC1)C(NCC3)CC(CC(=O)O)=O